C(=O)(O)COC1=C(C(=O)O)C(=CC(=C1)OC)\C=C\C1=CC=CC=C1 (E)-2-(carboxymethoxy)-4-methoxy-6-styrylbenzoic acid